(R)-9-butyl-10-methyl-7-phenyl-7,8,9,10-tetrahydro-4H-pyrazolo[1'',5'':4',5'][1,4]oxazino[3',2':4,5]benzo[1,2-f][1,2,5]thiadiazepine-2-carboxylic acid 11,11-dioxide C(CCC)[C@H]1N(S(C2=C(N(C1)C1=CC=CC=C1)C=C1C(=C2)N2C(CO1)=CC(=N2)C(=O)O)(=O)=O)C